O1COC2=C1C=CC(=C2)OC2(NC=NC1=CC=CC=C21)F 4-(benzo[d][1,3]dioxol-5-yloxy)-4-fluoroquinazoline